1-[2-(2,4-dimethyl-thiophenyl)-phenyl]piperazine hydrobromide Br.CC=1SC=C(C1C1=C(C=CC=C1)N1CCNCC1)C